4-(((5R,9S)-7-((4-chloro-2-cyanophenyl)sulfonyl)-2-oxo-1-oxa-3,7-diazaspiro[4.4]nonan-9-yl)oxy)-2-fluorobenzonitrile ClC1=CC(=C(C=C1)S(=O)(=O)N1C[C@]2(CNC(O2)=O)[C@H](C1)OC1=CC(=C(C#N)C=C1)F)C#N